N1N=CC2=C1CNCC2 1,4,5,7-tetrahydro-6H-pyrazolo[3,4-c]pyridin